1-(3-chloro-2-fluorobenzyl)-4-((5-fluoro-2-((5-methyl-1H-pyrazol-3-yl)amino)-6-(oxetan-3-yl)pyrimidin-4-yl)methyl)piperidine-4-carboxylic acid ClC=1C(=C(CN2CCC(CC2)(C(=O)O)CC2=NC(=NC(=C2F)C2COC2)NC2=NNC(=C2)C)C=CC1)F